methyl 5-((6-aminopyrimidin-4-yl) amino)-3-methyl-6-thioxo-1,6-dihydropyridine-2-carboxylate NC1=CC(=NC=N1)NC1=CC(=C(NC1=S)C(=O)OC)C